C(C)(C)(C)[C@H]1N2C(C=3N(C1)N=C(C3)OCCCOC)=CC(C(=C2)C(=O)O)=O (R)-6-(tert-butyl)-2-(3-methoxypropoxy)-10-oxo-6,10-dihydro-5H-pyrazolo[1,5-a]pyrido[2,1-c]pyrazine-9-carboxylic Acid